glycerol tri-valerate C(CCCC)(=O)OCC(OC(CCCC)=O)COC(CCCC)=O